3,4-dodecanediol CCC(C(CCCCCCCC)O)O